N-(6-(2,6-dimethylphenyl)-5-(3-(3,3,3-trifluoro-2,2-dimethylpropoxy)phenyl)pyridin-2-yl)-3-((3-hydroxy-3-methylcyclobutyl)amino)benzenesulfonamide CC1=C(C(=CC=C1)C)C1=C(C=CC(=N1)NS(=O)(=O)C1=CC(=CC=C1)NC1CC(C1)(C)O)C1=CC(=CC=C1)OCC(C(F)(F)F)(C)C